10-(3,4-dimethylphenyl)decyl-triphenyl-phosphonium CC=1C=C(C=CC1C)CCCCCCCCCC[P+](C1=CC=CC=C1)(C1=CC=CC=C1)C1=CC=CC=C1